C1(CC1)N1C(NC2=C1C=C(C=C2)C#N)=O 3-cyclopropyl-2-oxo-2,3-dihydro-1H-benzo[d]imidazole-5-carbonitrile